(R)-1-phenylethan-1-amine (2R,3S,4S,5R)-3-(3,4-difluoro-2-methoxyphenyl)-4,5-dimethyl-5-(trifluoromethyl)tetrahydrofuran-2-carboxylate FC=1C(=C(C=CC1F)[C@H]1[C@@H](O[C@]([C@H]1C)(C(F)(F)F)C)C(=O)O)OC.C1(=CC=CC=C1)[C@@H](C)N